C(C)(C)(C)C1=NN2C(NC(=C(C2C2=CC=C(C=C2)F)C(=O)NC=2C=C3C=NNC3=CC2)C)=C1 2-(tert-butyl)-7-(4-fluorophenyl)-N-(1H-indazol-5-yl)-5-methyl-4,7-dihydropyrazolo[1,5-a]pyrimidine-6-carboxamide